N(=[N+]=[N-])CC1=CC=C(C=C1)C1=NOC(=N1)OC(=O)N1CCCC1 (3-(4-(azidomethyl)phenyl)-1,2,4-oxadiazol-5-yl)pyrrolidine-1-carboxylate